6-(1-Methylindolin-4-yl)-2-(5-methylpyrimidin-2-yl)phthalazin-1(2H)-one CN1CCC2=C(C=CC=C12)C=1C=C2C=NN(C(C2=CC1)=O)C1=NC=C(C=N1)C